2-[3-(7'-bromo-9,9'-spirobi[fluoren]-2'-yl)phenyl]-1-phenyl-benzimidazole BrC1=CC=C2C=3C=CC(=CC3C3(C4=CC=CC=C4C=4C=CC=CC34)C2=C1)C=1C=C(C=CC1)C1=NC2=C(N1C1=CC=CC=C1)C=CC=C2